ClC1=C(C=CC(=C1)Cl)C(CC)N(C(C1=CC(=CC=C1)F)=O)CC=1C=NC=CC1 N-(1-(2,4-dichlorophenyl)propyl)-3-fluoro-N-(pyridin-3-ylmethyl)benzamide